1,2-Dioleoyl-glycero-3-phosphoethanolamine C(CCCCCCC\C=C/CCCCCCCC)(=O)OCC(OC(CCCCCCC\C=C/CCCCCCCC)=O)COP(=O)(O)OCCN